FC(C1=NC(=NC(=N1)C(F)(F)F)N1[C@H](C=2NC3=CC=C(C=C3C2CC1)Cl)C[C@H]1OCCOC1)(F)F (1S)-2-[4,6-bis(trifluoromethyl)-1,3,5-triazin-2-yl]-6-chloro-1-{[(2R)-1,4-dioxan-2-yl]methyl}-2,3,4,9-tetrahydro-1H-pyrido[3,4-b]indole